CC=1C=C(NC2=NC=C(C(=N2)N[C@H](CO)C2=CC=CC=C2)C=2SC(=NN2)C)C=CC1S(=O)(=O)C (2S)-2-[[2-(3-methyl-4-methylsulfonyl-anilino)-5-(5-methyl-1,3,4-thiadiazol-2-yl)pyrimidin-4-yl]amino]-2-phenyl-ethanol